4-((1-(5-(6-fluoro-3-oxoisoindol-4-yl)thiophen-2-yl)ethyl)amino)-2-methylthiophene FC1=CC(=C2C(N=CC2=C1)=O)C1=CC=C(S1)C(C)NC=1C=C(SC1)C